1H-benzo[b]borole B1C2=C(C=C1)C=CC=C2